C(C)(C)(C)OC(=O)N1[C@@H](C[C@H](CC1)OCC#C)C1=C(C=C(C=C1)C(=O)OC)OCCO[Si](C)(C)C(C)(C)C.OCOC(C(CCCCCCCC)=O)C1=CC=CC=C1 hydroxymethoxyphenyl-decanone tert-butyl-(2S,4S)-2-(2-{2-[(tert-butyldimethylsilyl)oxy]ethoxy}-4-(methoxycarbonyl)phenyl)-4-(prop-2-yn-1-yloxy)piperidine-1-carboxylate